CC(C)C[C@@H](C(=O)[O-])NC(=O)C The molecule is an N-acyl-L-alpha-amino acid anion that is the conjugate base of N-acetyl-L-leucine: major species at pH 7.3. It is a conjugate base of a N-acetyl-L-leucine. It is an enantiomer of a N-acetyl-D-leucinate.